acryloyloxypropyl-trichlorosilane C(C=C)(=O)OCCC[Si](Cl)(Cl)Cl